C(C(O)C1=CC=CC=C1)(=O)O.C(C1(C)C(C)(C)C(C(=O)O)CC1)(=O)O camphoric acid, mandelic acid salt